FC1=CC=C(C=C1)C1=NOC(=N1)C1CCN(CC1)S(=O)(=O)CC1=NON=C1C 3-(4-fluorophenyl)-5-(1-(((4-methyl-1,2,5-oxadiazol-3-yl)methyl)sulfonyl)piperidin-4-yl)-1,2,4-oxadiazole